C(C)(C)(C)OC(=O)N1CCNCC1.FCOCC#CC1=CNC=2N=CN=C(C21)N[C@@H]2[C@H](C[C@@H](N(C2)C(C=C)=O)C)F 1-((2S,4S,5S)-5-((5-(3-(fluoromethoxy)propyn-1-yl)-7H-pyrrolo[2,3-d]pyrimidin-4-yl)amino)-4-fluoro-2-methylpiperidin-1-yl)prop-2-en-1-one tert-Butyl-1-Piperazinecarboxylate